CC[C@H](C)[C@@H](C(=O)NCC(=O)N[C@@H](CC1=CC=CC=C1)C(=O)N[C@@H](CCC(=O)O)C(=O)N[C@@H](C(C)C)C(=O)N[C@@H](CCC(=O)N)C(=O)N[C@@H](CCC(=O)O)C(=O)N[C@@H](CCC(=O)O)C(=O)O)NC(=O)[C@H]([C@@H](C)O)NC(=O)[C@H](C)NC(=O)[C@H](CCCCNC(=O)CCC2=CC=CC=C2C(F)(F)F)NC(=O)[C@H](CC(=O)O)NC(=O)C The molecule is a mimotope of the pyruvate dehydrogenase E2 component (PDC-E2) comprising a {3-[2-(trifluoromethyl)phenyl]propanoyl} group linked to the lipoated PDC-E2 core dodecapeptide (DKATIGFEVQEE) at N-6 of lysine. It has a role as a mimotope. It is a lipopeptide and a polypeptide.